2-Bromo-butanoyl bromide BrC(C(=O)Br)CC